FC1=C(C(=C(C(=C1[B-](C1=C(C(=C(C(=C1F)F)F)F)F)(C1=C(C(=C(C(=C1F)F)F)F)F)C1=C(C(=C(C(=C1F)F)F)F)F)F)F)F)F.C(CCCCCCCCCCCCCCCCCCCCCCCCC)[NH2+]C1=CC=CC=C1 N-hexacosanyl-anilinium tetrakis(pentafluorophenyl)borate